S(OC1=CC=C(C=C1)OCC1=C(C=C(C=C1F)N1N=NC=C1)C#N)(=O)(=O)F 4-((2-cyano-6-fluoro-4-(1H-1,2,3-triazol-1-yl)benzyl)oxy)phenyl sulfurofluoridate